OC=C1C(CC(CC1=O)C1=CC(=CC=C1)[N+](=O)[O-])=O 2-(hydroxymethylene)-5-(3-nitrophenyl)cyclohexane-1,3-dione